3-(N-phenylamino)propyltriethoxysilane C1(=CC=CC=C1)NCCC[Si](OCC)(OCC)OCC